3-bromo-5-chloro-N-[1-(3-pyrazin-2-ylpyrazin-2-yl)ethyl]benzamide BrC=1C=C(C(=O)NC(C)C2=NC=CN=C2C2=NC=CN=C2)C=C(C1)Cl